beta-alanine hydrogensulfate S(=O)(=O)(O)O.NCCC(=O)O